N,N-dimethyl-1-propanamine trifluoroacetate FC(C(=O)O)(F)F.CN(CCC)C